4-[[(2R,3R,4S,5R)-3-(5-Deuterio-3,4-difluoro-2-methoxyphenyl)-4,5-dimethyl-5-(trifluoromethyl)tetrahydrofuran-2-carbonyl]amino]pyridin-2-carboxamid [2H]C=1C(=C(C(=C(C1)[C@@H]1[C@@H](O[C@]([C@H]1C)(C(F)(F)F)C)C(=O)NC1=CC(=NC=C1)C(=O)N)OC)F)F